C(C)N1N=CC(=C1)N\C(\C)=C\1/C(NC2=CN=C(C=C21)C2=C(C=CC=C2OC)F)=O (Z)-3-(1-((1-Ethyl-1H-pyrazol-4-yl)amino)ethylidene)-5-(2-fluoro-6-methoxyphenyl)-1H-pyrrolo[2,3-c]pyridin-2(3H)-one